(2-nonyldodecyl)zinc (II) bromide [Br-].C(CCCCCCCC)C(C[Zn+])CCCCCCCCCC